C(#C)C1=CC=C(C=C1)C=1C2=CC=C(N2)C(=C2C=CC(C(=C3C=CC(=C(C=4C=CC1N4)C4=CC=C(C=C4)C#C)N3)C3=CC=C(C=C3)C#C)=N2)C2=CC=C(C=C2)C#C 5,10,15,20-tetra(4-ethynyl-phenyl)-porphyrin